n-(3-fluoro-4-methylphenyl)acetamide CC1=C(C=C(C=C1)NC(=O)C)F